pyridin-3-ylphosphonate N1=CC(=CC=C1)P([O-])([O-])=O